C(CC(O)(C(=O)O)CC(=O)O)(=O)O.C(CCCCCCCCCCCCCCCCC)(=O)OCC(O)CO glyceryl Stearate citrate